ClC=1C=NC(=C(C(=O)NNC(C2=C(C(=C(C=C2)F)I)F)=O)C1)OC 5-chloro-N'-(2,4-difluoro-3-iodobenzoyl)-2-methoxynicotinohydrazide